4-bromo-2-fluoro-5-nitrobenzonitrile BrC1=CC(=C(C#N)C=C1[N+](=O)[O-])F